FC(CO)(F)C=1C(=NC=CC1)C1(COCC1)O 3-(3-(1,1-Difluoro-2-hydroxyethyl)pyridin-2-yl)tetrahydrofuran-3-ol